C12(CC3CC(CC(C1)C3)C2)C2=CC=C(C=C2)C2=NC(=NC(=N2)C2=CC=CC=C2)C2=CC(=CC=C2)C2=NC(=NC(=N2)C2=CC=CC=C2)C2=CC=C(C=C2)C=2C=NC=CC2 2-(4-(adamantan-1-yl)phenyl)-4-phenyl-6-(3-(4-phenyl-6-(4-(pyridin-3-yl)phenyl)-1,3,5-triazin-2-yl)phenyl)-1,3,5-triazine